(3,4-epoxy- 6-methylcyclohexylmethyl) adipate C(CCCCC(=O)[O-])(=O)OCC1CC2C(CC1C)O2